NCC(=O)N1CCC(CC1)C1=NC(=NO1)C1=CC=C2C(=NN(C2=C1)C)C 2-amino-1-[4-[3-(1,3-dimethylindazol-6-yl)-1,2,4-oxadiazol-5-yl]-1-piperidinyl]ethanone